2-chloro-8-{4-(trifluoromethyl)phenoxy}-7,8-dihydro-quinolin-5(6H)-one ClC1=NC=2C(CCC(C2C=C1)=O)OC1=CC=C(C=C1)C(F)(F)F